(R)-N-(3,3-difluoro-1-methylpiperidin-4-yl)-5-(1-(1,3-difluoropropan-2-yl)-1H-benzo[d][1,2,3]triazol-6-yl)-6-fluoro-4-methoxypyrrolo[2,1-f][1,2,4]triazin-2-amine FC1(CN(CC[C@H]1NC1=NN2C(C(=N1)OC)=C(C(=C2)F)C=2C=CC1=C(N(N=N1)C(CF)CF)C2)C)F